FC=1C=C(C=CC1NCC1=CC=C(C=C1)OC(F)(F)F)NC(CCCCCC)=O N-(3-fluoro-4-((4-(trifluoromethoxy)benzyl)amino)phenyl)heptanamide